O=C1C(=CC(C2=CC=CC=C12)=O)NC1=CC=C(C(=O)OC)C=C1 methyl 4-((1,4-dioxo-1,4-dihydronaphthalen-2-yl)amino)-benzoate